CN(C)CC=1SC(=C(N1)C(F)(F)F)C1=NC(=NC=C1F)NC1CCN(CC1)S(=O)(=O)C 4-[2-[(dimethylamino)methyl]-4-(trifluoromethyl)thiazol-5-yl]-5-fluoro-N-(1-methylsulfonyl-4-piperidyl)pyrimidin-2-amine